9,9-bis(trifluoromethyl)xanthene FC(C1(C2=CC=CC=C2OC=2C=CC=CC12)C(F)(F)F)(F)F